FC1=C(C=C(C=C1)F)C1=CC=C(C=C1)N1C(N(C[C@@H](C1)C(C)(C)O)C=1SC(=C(N1)C)S(=O)(=O)N)=O (R)-2-(3-(2',5'-difluoro-[1,1'-biphenyl]-4-yl)-5-(2-hydroxypropan-2-yl)-2-oxotetrahydropyrimidin-1(2H)-yl)-4-methylthiazole-5-sulfonamide